C(C)(C)(C)OC(=O)N(CCCC/C=C/C(=O)O)C(=O)OC(C)(C)C (E)-7-[bis(tert-butoxycarbonyl)amino]hept-2-enoic acid